[Se].CC1=NN=NN1 methyltetrazole selenium